C(C)(C)(C)OCCN(CCC(C(=O)O)NC(=O)C1(CC1)C1=C(C=CC=C1OC)Cl)CCCCC1=NC=2NCCCC2C=C1 4-[2-tert-butoxyethyl-[4-(5,6,7,8-tetrahydro-1,8-naphthyridin-2-yl)butyl]amino]-2-[[1-(2-chloro-6-methoxy-phenyl)cyclopropanecarbonyl]amino]butanoic acid